C(C)OC(COC1=CC=C(C=C1)[C@@H]1[C@@H](CCC2=CC(=CC=C12)O)C1=CC=CC=C1)OCC (1S,2R)-1-[4-(2,2-diethoxyethoxy)phenyl]-2-phenyl-tetrahydronaphthalen-6-ol